O1N=C(C=C1)C(=O)N1CCN(CC1)C(=O)OC(C)(C)C tert-butyl 4-(isoxazole-3-carbonyl)piperazine-1-carboxylate